2-Cyclopropyl-4-bromo-7-methoxy-indazole C1(CC1)N1N=C2C(=CC=C(C2=C1)Br)OC